acetamido-5-(4-(4-(trifluoromethyl)phenyl)-1H-1,2,3-triazol-1-yl)-[1,1'-biphenyl]-3-carboxylic acid methyl ester COC(=O)C=1C(=C(C=C(C1)N1N=NC(=C1)C1=CC=C(C=C1)C(F)(F)F)C1=CC=CC=C1)NC(C)=O